C(CCCCC)C(C(=O)OCCCCCCCCC(=O)N(CCCCCCN(CCCCCCN(CCCCCC)C(CCCCCCCCOC(C(CCCCCCCC)CCCCCC)=O)=O)C)CCCCCC)CCCCCCCC (((methylazanediyl)bis(hexane-6,1-diyl))bis(hexylazanediyl))bis(9-oxononane-9,1-diyl) bis(2-hexyldecanoate)